1-(5-(1-cyclopropyl-5,6-difluoro-1H-benzo[d]imidazol-2-yl)pyridazin-3-yl)-N,N-dimethylpyrrolidin-3-amine C1(CC1)N1C(=NC2=C1C=C(C(=C2)F)F)C=2C=C(N=NC2)N2CC(CC2)N(C)C